S(=O)(=O)(O)O.NC1=C2C(=NC=N1)N(N=C2C2=C(C=C(C=C2)OC2=CC=CC=C2)F)[C@H]2CN(CCC2)C(=O)C(C#N)=CC(C)(N2CCN(CC2)C2COC2)C.NC2=C1C(=NC=N2)N(N=C1C1=C(C=C(C=C1)OC1=CC=CC=C1)F)[C@H]1CN(CCC1)C(=O)C(C#N)=CC(C)(C)N1CCN(CC1)C1COC1 2-[(3R)-3-[4-amino-3-(2-fluoro-4-phenoxy-phenyl)-pyrazolo[3,4-d]pyrimidin-1-yl]-piperidine-1-carbonyl]-4-methyl-4-[4-(oxetan-3-yl)-piperazin-1-yl]pent-2-enenitrile hemisulfate